(rac)-((1S,2R,4R)-2-((tert-butyldiphenylsilyl)methyl)-2-((trimethylsilyl)ethynyl)bicyclo[2.1.1]hexan-1-yl)(naphthalen-2-yl)methanone [Si](C1=CC=CC=C1)(C1=CC=CC=C1)(C(C)(C)C)C[C@]1(C2(CC(C1)C2)C(=O)C2=CC1=CC=CC=C1C=C2)C#C[Si](C)(C)C |r|